NC1=C(C=C(C=C1)S(=O)(=O)N=C(NCC)N1CC2(C=N1)CCNCC2)Cl N'-(4-amino-3-chlorophenylsulfonyl)-N-ethyl-2,3,8-triazaspiro[4.5]dec-3-ene-2-carboximidamide